N-[2-(aminomethyl)-5-(2-chloro-5-fluorophenyl)-6-[(4-methoxyphenyl)methyl]-7-oxo-6,7-dihydro-5H-pyrrolo[4,3-b]pyridin-4-yl]-3-fluoro-5-(trifluoromethyl)benzamide NCC1=CC(=C2C(=N1)C(N(C2C2=C(C=CC(=C2)F)Cl)CC2=CC=C(C=C2)OC)=O)NC(C2=CC(=CC(=C2)C(F)(F)F)F)=O